(7-((2R,3R,4S,5R)-5-(((tert-butyldiphenylsilyl)oxy)methyl)-2-cyano-3,4-dihydroxytetrahydrofuran-2-yl)pyrrolo[2,1-f][1,2,4]triazin-4-yl)carbamic acid pentyl ester C(CCCC)OC(NC1=NC=NN2C1=CC=C2[C@@]2(O[C@@H]([C@H]([C@H]2O)O)CO[Si](C2=CC=CC=C2)(C2=CC=CC=C2)C(C)(C)C)C#N)=O